C(CCC)O mono-n-butyl alcohol